(R)-2-((1-(6-methoxy-3-methyl-2-morpholino-4-oxo-3,4-dihydroquinazolin-8-yl)ethyl)amino)benzoic acid COC=1C=C2C(N(C(=NC2=C(C1)[C@@H](C)NC1=C(C(=O)O)C=CC=C1)N1CCOCC1)C)=O